N-Boctert-Leucine C(=O)(OC(C)(C)C)N[C@@H](C(C)(C)C)C(=O)O